borate-boroxine O1BOBOB1.B(O)(O)O